C(C)(C)(C)OP(OC(C)(C)C)OC(C)(C)C Tri-tert-butoxyphosphine